Chroman-7-yl((5R,9S)-2-methyl-3-(1-methyl-3-(trifluoromethyl)-1H-pyrazol-5-yl)-4,5,6,7,8,9-hexahydro-2H-5,9-epiminocycloocta[c]pyrazol-10-yl)methanone O1CCCC2=CC=C(C=C12)C(=O)N1[C@H]2CC=3C(=NN(C3C3=CC(=NN3C)C(F)(F)F)C)[C@@H]1CCC2